t-butyl-peroxyneodecane C(C)(C)(C)OOCCCCCCC(C)(C)C